O(P([O-])(=O)OP(=O)([O-])[O-])C(C1=CC=CC=C1)Cl chlorobenzyl diphosphate